(9H-fluoren-9-yl)methyl (2-aminobenzyl)(2-aminophenyl)carbamate NC1=C(CN(C(OCC2C3=CC=CC=C3C=3C=CC=CC23)=O)C2=C(C=CC=C2)N)C=CC=C1